NCC(=O)NC=1C=NC(=NC1)C1=NN=C(N=N1)CP(O)(O)=O ((6-(5-(2-amino-acetamido)pyrimidin-2-yl)-1,2,4,5-tetrazin-3-yl)methyl)phosphonic acid